[Cl-].[NH2+]1CCOCC1 (morpholinium) chloride